N-(2-(5-(benzyloxy)-3'-methyl-[1,1'-biphenyl]-2-yl)ethyl)acetamide C(C1=CC=CC=C1)OC=1C=CC(=C(C1)C1=CC(=CC=C1)C)CCNC(C)=O